Methyl {[5-(3-chlorophenyl)-3-hydroxypyridin-2-yl]amino}acetate ClC=1C=C(C=CC1)C=1C=C(C(=NC1)NCC(=O)OC)O